yttrium scandium-gallium [Ga].[Sc].[Y]